(R)-2-((3-Amino-1-(2,2,2-trifluoroethyl)piperidin-3-yl)methoxy)-6-methoxy-4-(5-methoxyimidazo[1,2-a]pyridin-3-yl)benzonitrile N[C@]1(CN(CCC1)CC(F)(F)F)COC1=C(C#N)C(=CC(=C1)C1=CN=C2N1C(=CC=C2)OC)OC